BrC=1C=C(C=CC1)C(\C=C\N(C)C)=O (2e)-1-(3-bromophenyl)-3-(dimethylamino)prop-2-en-1-one